(R)-1-((1-(2-cyanoacetyl)piperidin-3-yl)amino)-7-methoxyisoquinoline-6-carboxamide C(#N)CC(=O)N1C[C@@H](CCC1)NC1=NC=CC2=CC(=C(C=C12)OC)C(=O)N